1-(benzenesulfonyl)-5-(3,4-difluorophenyl)-6-tetrahydropyran-4-yl-pyrrolo[2,3-f]indazole C1(=CC=CC=C1)S(=O)(=O)N1N=CC2=CC3=C(C=C12)C=C(N3C3=CC(=C(C=C3)F)F)C3CCOCC3